COC1=CC=C(C=C1)N1N=C(C=C1C(F)(F)F)C(F)(F)F (4-methoxy)phenyl-3,5-bis(trifluoromethyl)-1H-pyrazole